C1=CC=CC=2C3=CC=CC=C3C(C12)COC(=O)N[C@H](C(=O)O)CC1=C(C=CC(=C1)Br)Cl (S)-2-((((9H-fluoren-9-yl)methoxy)carbonyl)amino)-3-(5-bromo-2-chlorophenyl)propanoic acid